5-methylenedihydrofuran-2(3H)-one C=C1CCC(O1)=O